9-(6-nitropyridin-3-yl)-3,9-diazaspiro[5.5]undecane-3-carboxylic acid tert-butyl ester C(C)(C)(C)OC(=O)N1CCC2(CC1)CCN(CC2)C=2C=NC(=CC2)[N+](=O)[O-]